(1S,2r)-2-((S)-5-chloro-8-((5-methylisoxazol-3-yl)methoxy)-1-((1-oxoisoindolin-2-yl)methyl)-1,2,3,4-tetrahydroisoquinoline-2-carbonyl)cyclohexane-1-carboxylic acid ClC1=C2CCN([C@@H](C2=C(C=C1)OCC1=NOC(=C1)C)CN1C(C2=CC=CC=C2C1)=O)C(=O)[C@H]1[C@H](CCCC1)C(=O)O